O=C(CCC(=O)O)CCC(CCC(CCC(CCC(=O)O)=O)=O)=O 4,7,10,13-tetraoxohexadecane-1,16-dioic acid